NCCNC=1C=CC=C2C=CC=CC12 8-((2-aminoethyl)amino)naphthalene